6-butyldodecanoic acid C(CCC)C(CCCCC(=O)O)CCCCCC